FC1=C(CNC2=C3N=CN(C3=NC(=N2)C=2C=NC=C(C2)F)[C@H]2[C@@H]([C@@H]([C@H](O2)C(=O)NC)O)O)C=C(C=C1)C (2S,3S,4R,5R)-5-(6-(2-fluoro-5-methylbenzylamino)-2-(5-fluoropyridin-3-yl)-9H-purin-9-yl)-3,4-dihydroxyl-N-methyl-tetrahydrofuran-2-formamide